C(C)NC=1C=C(C=C2C3=C(NC12)N=CC(=C3N3N=C(C=C3)C(F)(F)F)C=3C=NC(=NC3)[C@H](C)O)F (1S)-1-[5-[8-(ethylamino)-6-fluoro-4-[3-(trifluoromethyl)pyrazol-1-yl]-9H-pyrido[2,3-b]indol-3-yl]pyrimidin-2-yl]ethanol